C(C)NC1=CC2=C(C(=NN(C2=O)CC(=O)NC2=NC=CC=N2)C(C)C)O1 [2-(ethylamino)-4-oxo-7-(prop-2-yl)-4h,5h-furo[2,3-d]pyridazin-5-yl]-N-(pyrimidin-2-yl)acetamide